3-indoxyl sulphate C1=CC=C2C(=C1)C(=CN2)OS(=O)(=O)O